ClC1=CNC(S1)C 5-chloro-methyl-4-thiazoline